7-(((trans)-3-aminocyclobutyl)amino)-1-ethoxy-2,6-naphthyridine-3-carbonitrile N[C@@H]1C[C@H](C1)NC1=NC=C2C=C(N=C(C2=C1)OCC)C#N